3-(2-(4-methoxyphenyl)-1,3-dioxolan-4-yl)propyl 4-methylbenzenesulfonate CC1=CC=C(C=C1)S(=O)(=O)OCCCC1OC(OC1)C1=CC=C(C=C1)OC